(1R,6S)-2,2-difluoro-N-methyl-6-[4-(propan-2-yl)piperazin-1-yl]cyclohexan-1-amine FC1([C@@H]([C@H](CCC1)N1CCN(CC1)C(C)C)NC)F